tris[N-(3-methylphenyl)-N-phenylamino]triphenylamine CC=1C=C(C=CC1)N(C1=CC=CC=C1)C1=C(C(=C(C=C1)N(C1=CC=CC=C1)C1=CC=CC=C1)N(C1=CC(=CC=C1)C)C1=CC=CC=C1)N(C1=CC(=CC=C1)C)C1=CC=CC=C1